N-(2-((2-methylcyclohexyl)oxy)ethyl)-4-(trifluoromethoxy)benzenesulfonamide CC1C(CCCC1)OCCNS(=O)(=O)C1=CC=C(C=C1)OC(F)(F)F